CC(=O)N[C@@H]1[C@H](C=C(O[C@H]1[C@@H]([C@@H](CO)O)O)C(=O)O)N 4-Amino-2-deoxy-2,3-dehydro-n-neuraminic acid